N(CCC1=CNC2=CC=CC=C12)N tryptamineamine